7-fluoro-N-(5-(oxazolo[4,5-b]pyridin-7-yl)-1H-pyrazol-3-yl)-5-(piperidin-4-yl)-5H-pyrrolo[2,3-b]pyrazin-3-amine FC1=CN(C2=NC(=CN=C21)NC2=NNC(=C2)C2=C1C(=NC=C2)N=CO1)C1CCNCC1